FC1=C(C=C(OC2=CC(=C(C=C2)NC(OCC=2C(=C3C(N(CC3=CC2)C2C(NC(CC2)=O)=O)=O)OC)=O)C)C=C1)C [2-(2,6-dioxopiperidin-3-yl)-4-methoxy-3-oxo-2,3-dihydro-1H-isoindol-5-yl]methyl N-[4-(4-fluoro-3-methylphenoxy)-2-methylphenyl]carbamate